2-[4-({2-[(2-fluoro-4-iodophenyl)amino]thieno[2,3-b]pyridin-3-yl}carbonyl)piperazin-1-yl]ethanol FC1=C(C=CC(=C1)I)NC1=C(C=2C(=NC=CC2)S1)C(=O)N1CCN(CC1)CCO